N-(1-((3-chloro-2-fluorophenyl)amino)-6-fluoroisoquinolin-5-yl)-4-((2,4-dimethoxybenzyl)amino)quinazoline-8-carboxamide ClC=1C(=C(C=CC1)NC1=NC=CC2=C(C(=CC=C12)F)NC(=O)C=1C=CC=C2C(=NC=NC12)NCC1=C(C=C(C=C1)OC)OC)F